O=C1NC(CCC1N1C(N(C2=C1C=CC=C2CCCCCCCCCC=O)C)=O)=O 10-(1-(2,6-dioxopiperidin-3-yl)-3-methyl-2-oxo-2,3-dihydro-1H-benzo[d]imidazol-4-yl)decanal